1-((1s,4s)-4-((5-(1-(2,2-difluoroethyl)-4-fluoro-2-methyl-1H-benzo[d]imidazol-6-yl)-4-methoxy-7H-pyrrolo[2,3-d]pyrimidin-2-yl)amino)cyclohexyl)pyrrolidin-2-one FC(CN1C(=NC2=C1C=C(C=C2F)C2=CNC=1N=C(N=C(C12)OC)NC1CCC(CC1)N1C(CCC1)=O)C)F